ClC1=CC2=C(C=N1)C(=NN2C2=C(C=CC(=C2)Cl)OC)N(C)C 6-Chloro-1-(5-chloro-2-methoxyphenyl)-N,N-dimethyl-1H-Pyrazolo[4,3-c]pyridin-3-amine